(E)-4-(4-fluorophenyl)-2-p-methoxystyrylthiazole FC1=CC=C(C=C1)C=1N=C(SC1)\C=C\C1=CC=C(C=C1)OC